FC(OC1=C(C(=O)NCC2=NNC(=N2)C2=C(C=CC=C2)[N+](=O)[O-])C=CC=C1)F 2-(difluoromethoxy)-N-((5-(2-nitrophenyl)-1H-1,2,4-triazol-3-yl)methyl)benzamide